tert-butyl-6-(3-bromo-2-methoxyphenyl)-3,4-dihydroisoquinoline C(C)(C)(C)C1=NCCC2=CC(=CC=C12)C1=C(C(=CC=C1)Br)OC